aminobenzoic acid anion NC1=C(C(=O)[O-])C=CC=C1